C(C)C(CN(CCO)CC(CCCC)CC)CCCC di(2-ethylhexyl)monoethanolamine